7-amino-3-(2-fluoro-6-methyl-phenyl)-1-[(3R)-1-methylazepan-3-yl]-4H-pyrido[4,3-d]pyrimidin-2-one NC1=CC=2N(C(N(CC2C=N1)C1=C(C=CC=C1C)F)=O)[C@H]1CN(CCCC1)C